C(CCCCCCCCCCC)C1=CC=C(C=C1)S(=O)(=O)N1[C@@H](CCC1)C(=O)[O-].[Rh+2].C(CCCCCCCCCCC)C1=CC=C(C=C1)S(=O)(=O)N1[C@@H](CCC1)C(=O)[O-] Rhodium(II) (S)-N-(p-Dodecylphenyl)sulfonylprolinate